sodium L-methionine N[C@@H](CCSC)C(=O)O.[Na]